CC=1C(=C(C=CC1O)C1=CC=C(C=C1)O)C dimethyl-4,4'-dihydroxy-1,1'-biphenyl